7-ethyl-2-methyl-6-(piperazin-1-yl)pyrido[2,3-b]thieno[3,2-e]pyrazin-5(8H)-one trifluoroacetate FC(C(=O)O)(F)F.C(C)C1=C(C(C=2C(=NC3=C(N2)C=C(S3)C)N1)=O)N1CCNCC1